FC(C(=O)N(CCO)CCO)(F)F trifluoro-N,N-bis-(2-hydroxy-ethyl)-acetamide